N-[2-[(E)-3-amino-3-oxo-prop-1-enyl]thieno[3,2-c]pyridin-4-yl]-2-fluoro-N-[(3R)-3-piperidyl]-4-(triazolo[4,5-b]pyridin-3-yl)benzamide NC(/C=C/C1=CC=2C(=NC=CC2S1)N(C(C1=C(C=C(C=C1)N1N=NC=2C1=NC=CC2)F)=O)[C@H]2CNCCC2)=O